2-(3-chloro-5-fluoro-phenyl)-N-[(1S)-4-hydroxy-1-[[(1S)-4,4,4-trifluoro-1-(thiazole-2-carbonyl)butyl]carbamoyl]pentyl]oxazole-5-carboxamide ClC=1C=C(C=C(C1)F)C=1OC(=CN1)C(=O)N[C@@H](CCC(C)O)C(N[C@@H](CCC(F)(F)F)C(=O)C=1SC=CN1)=O